4-[2-((3S)-3-amino-pyrrolidin-1-yl)-5-(3-fluoro-4-methoxy-phenyl)-1-methyl-6-oxo-1,6-dihydro-pyrimidin-4-yl]-2-fluoro-benzonitrile N[C@@H]1CN(CC1)C=1N(C(C(=C(N1)C1=CC(=C(C#N)C=C1)F)C1=CC(=C(C=C1)OC)F)=O)C